ClC1=C(C(=CC=C1)F)CS(=O)(=O)NC1=C(N=CS1)C(=O)O 5-{[(2-chloro-6-fluorophenyl)methyl]sulfonylamino}-1,3-thiazole-4-carboxylic acid